CC(CCCC\C=C/CCCCCC)=O (Z)-7-tetradecene-2-one